5-hydroxy-1-(2-methoxybenzyl)hydantoin OC1C(NC(N1CC1=C(C=CC=C1)OC)=O)=O